2-(hydroxymethyl)-2-methyl-1,2,4,7-tetrahydro-3H-pyrrolo[3',2':5,6]pyrido[3,4-b]pyrazin-3-one OCC1(NC2=C(NC1=O)C=NC1=C2C=CN1)C